[8-{4-(trifluoromethyl)benzyl}quinolin-5-yl]methylamine FC(C1=CC=C(CC=2C=CC(=C3C=CC=NC23)CN)C=C1)(F)F